COCCN1C(C2=NC(=CC=C2C1=O)C1=CNC2=C(C=CC=C12)C#N)(C)C 3-(6-(2-methoxyethyl)-7,7-dimethyl-5-oxo-6,7-dihydro-5H-pyrrolo[3,4-b]pyridin-2-yl)-1H-indole-7-carbonitrile